2,4,6-tris(diphenylamino)-3,5-difluorobenzonitrile C1(=CC=CC=C1)N(C1=C(C#N)C(=C(C(=C1F)N(C1=CC=CC=C1)C1=CC=CC=C1)F)N(C1=CC=CC=C1)C1=CC=CC=C1)C1=CC=CC=C1